ClC1=C(OC2=C1C=C(C=C2C(=O)OC2CC(C2)(F)F)C)CNC(=O)C=2C=NN1C2N=CC=C1 3,3-Difluorocyclobutyl 3-chloro-5-methyl-2-((pyrazolo[1,5-a]pyrimidine-3-carboxamido)methyl)benzofuran-7-carboxylate